FC(C(C(=O)O)O)(F)F 3,3,3-TRIFLUOROLACTIC ACID